5-(4-((3-ethyl-5-fluoro-2-oxo-4-thioxo-1,2,3,4-tetrahydroquinazolin-7-yl)methyl)piperazin-1-yl)-N,6-dimethylpicolinamide C(C)N1C(NC2=CC(=CC(=C2C1=S)F)CN1CCN(CC1)C=1C=CC(=NC1C)C(=O)NC)=O